methyl 5-chloro-6-methyl-1-((2-(trimethylsilyl) ethoxy) methyl)-1H-pyrrolo[3,2-b]pyridine-2-carboxylate ClC1=C(C=C2C(=N1)C=C(N2COCC[Si](C)(C)C)C(=O)OC)C